BrC1=CC=C2NC=C(CCN(C)C)C2=C1 5-bromo-dimethyltryptamine